2-(4-bromo-2-fluorophenyl)-1,3-dioxolane BrC1=CC(=C(C=C1)C1OCCO1)F